(2S,4S,5S)-5-amino-2-(hydroxymethyl)-4-piperidinol N[C@@H]1[C@H](C[C@H](NC1)CO)O